FC(C(=O)O)(F)F.FC(OC1=CC(=NN1)NC1=NC(=CN=C1)O[C@H]1C[C@@H](NCC1)C(C)C)F N-(5-(difluoromethoxy)-1H-pyrazol-3-yl)-6-(((2R,4R)-2-isopropylpiperidin-4-yl)oxy)pyrazin-2-amine trifluoroacetate